ClC=1C(=C(C=CC1F)N(C(=O)[C@H]1N(C(N(C1)C(=O)OC(C)(C)C)=O)C1=CC(=C2C(=N1)OC=C2)C(F)(F)F)C)F (S)-tert-butyl 4-((3-chloro-2,4-difluorophenyl)(methyl)carbamoyl)-2-oxo-3-(4-(trifluoromethyl)furo[2,3-b]pyridin-6-yl)imidazolidine-1-carboxylate